C[N+](C)(C)C.C(CCC)[NH3+] butyl-ammonium, tetramethyl-ammonium salt